(S)-N-(6,6-dimethylpiperidin-3-yl)-4-(7-(methylthio)-1-((2-(Trimethylsilyl)ethoxy)methyl)-1H-indol-3-yl)-5-(trifluoromethyl)pyrimidin-2-amine CC1(CC[C@@H](CN1)NC1=NC=C(C(=N1)C1=CN(C2=C(C=CC=C12)SC)COCC[Si](C)(C)C)C(F)(F)F)C